Cl.CO[C@H]1CNCCC1 (R)-3-methoxypiperidine hydrochloride